FC=1C=C(C=CC1F)C1=CC(=C(C=C1)CNC(C=C)=O)C1=NN(C=C1)C N-((3',4'-difluoro-3-(1-methyl-1H-pyrazol-3-yl)-[1,1'-biphenyl]-4-yl)methyl)acrylamide